(R)-4-(3-(3-(2-fluoroethyl)-4-(2-(3-methylpiperazin-1-yl)ethoxy)phenyl)-4,4-dimethyl-5-oxo-2-thioxoimidazolidin-1-yl)-2-(trifluoromethyl)benzonitrile FCCC=1C=C(C=CC1OCCN1C[C@H](NCC1)C)N1C(N(C(C1(C)C)=O)C1=CC(=C(C#N)C=C1)C(F)(F)F)=S